CN1CC=2C=CC=NC2C2(COC2)C1 6-methyl-5,7-dihydrospiro[1,6-naphthyridine-8,3'-oxetane]